C(C)[Te]C(C)CC ethyl-2-n-butyltelluride